methyl (2S)-2-[(tert-butoxycarbonyl)(methyl)amino]-3-[5-chloro-2-(morpholin-4-yl)pyridin-3-yl]propanoate C(C)(C)(C)OC(=O)N([C@H](C(=O)OC)CC=1C(=NC=C(C1)Cl)N1CCOCC1)C